FC1=CC=2N(C=C1NC(=O)N1CCC=3C1=NC=CC3N3C[C@@H](N(CC3)C(=O)OC(C)(C)C)C)N=C(N2)C tert-butyl (S)-4-(1-((7-fluoro-2-methyl-[1,2,4]triazolo[1,5-a]pyridin-6-yl)carbamoyl)-2,3-dihydro-1H-pyrrolo[2,3-b]pyridin-4-yl)-2-methylpiperazine-1-carboxylate